N3-Benzyloxymethyl-5'-Deoxy-5'-Iodo-2'-O-Methyl-3'-O-Tert-Butyldimethylsilyluridine C(C1=CC=CC=C1)OCN1C(N([C@H]2[C@H](OC)[C@H](O[Si](C)(C)C(C)(C)C)[C@@H](CI)O2)C=CC1=O)=O